(R)-4-(3H-[1,2,3]triazolo[4,5-b]pyridin-3-yl)-2-fluoro-N-(piperidin-3-yl)-N-(6-(pyridin-2-yl)isoquinolin-1-yl)benzamide hydrochloride salt Cl.N1=NN(C2=NC=CC=C21)C2=CC(=C(C(=O)N(C1=NC=CC3=CC(=CC=C13)C1=NC=CC=C1)[C@H]1CNCCC1)C=C2)F